OC=1C(=C(C(=O)O)C=CC1)NC(C)C 3-hydroxy-2-(isopropylamino)benzoic acid